(2,2,2-trifluoroethyl)spiro[cyclopropane-1,3'-indolin]-2'-one FC(CN1C(C2(C3=CC=CC=C13)CC2)=O)(F)F